2,6-bis(tert-butyl)-9-[2-carboxy(3,6-methano-4-cyclohexenyl)]carbonyloxyanthraceneformyl-tricyclo[5.2.1.02,6]dec-3-ene C(C)(C)(C)C1=C(C2=C(C3=CC=C(C=C3C=C2C=C1)C(C)(C)C)OC(=O)C1C(C2C=CC1C2)C(=O)O)C(=O)C21C3C=CCC3C(CC2)C1